crotylzinc bromide [Br-].C(C=CC)[Zn+]